(S)-2-(2-chlorophenyl)-2-(methylamino)cyclohexan-1-one ClC1=C(C=CC=C1)[C@@]1(C(CCCC1)=O)NC